COC(C[C@@H](C)N(C(=O)C1=CC=C2C(=N1)C(CN2C2=CC(=C(C=C2)Cl)F)(C)C)C)=O.C(C)(C)(C)O[SiH](NCC)OC(C)(C)C di-tert-butoxy(ethylamino)silane methyl-(R)-3-(1-(4-chloro-3-fluorophenyl)-N,3,3-trimethyl-2,3-dihydro-1H-pyrrolo[3,2-b]pyridine-5-carboxamido)butanoate